4-[(E)-[(S)-tert-butylsulfinyl]iminomethyl]-6-chloro-isoindoline-2-carboxylic acid benzyl ester C(C1=CC=CC=C1)OC(=O)N1CC2=CC(=CC(=C2C1)/C=N/[S@@](=O)C(C)(C)C)Cl